C(=O)(C(=C)C)[SiH3] methacrylsilan